C1(=CC=CC=C1)P(OC(\C(=C\C1=CC=C(C=C1)OC)\C1=CC=CC=C1)=C1SCCCS1)(=O)C1=CC=CC=C1 (E)-1-(1,3-Dithian-2-ylidene)-3-(4-methoxyphenyl)-2-PHENYLALLYL DIPHENYLPHOSPHINATE